1-pentadecanoyl-2-(13Z,16Z-docosadienoyl)-glycero-3-phospho-(1'-sn-glycerol) CCCCCCCCCCCCCCC(=O)OC[C@H](COP(=O)(O)OC[C@H](CO)O)OC(=O)CCCCCCCCCCC/C=C\C/C=C\CCCCC